NC(C(O)(C1CC1)C1=CC(=C(C(=N1)C1=CC=C(C=C1)F)F)C(C)(C)O)([2H])[2H] 2-(6-(2-amino-1-cyclopropyl-1-hydroxyethyl-2,2-d2)-3-fluoro-2-(4-fluorophenyl)pyridin-4-yl)propan-2-ol